2-((4r,5r)-4,5-diphenyl-4,5-dihydro-oxazol-2-yl)-N-phenylimidazo[1,2-a]pyridin-8-amine C1(=CC=CC=C1)[C@H]1N=C(O[C@@H]1C1=CC=CC=C1)C=1N=C2N(C=CC=C2NC2=CC=CC=C2)C1